Ethyl (3R)-3-(1,4-dimethyl-1H-benzotriazol-5-yl)-3-(7-{[(6S)-6-ethyl-2-hydroxy-5,6,7,9-tetrahydro-8H-pyrido[2,3-c]azepin-8-yl]methyl}-1-benzothiophen-5-yl)propanoate CN1N=NC2=C1C=CC(=C2C)[C@H](CC(=O)OCC)C=2C=C(C1=C(C=CS1)C2)CN2CC1=C(C[C@@H](C2)CC)C=CC(=N1)O